COC1=CC(=CC(=C1O)OC)/C=C/CO The molecule is a primary alcohol, being cinnamyl alcohol hydroxylated at C-4 and methoxylated at C-3 and -5. It has a role as a plant metabolite. It is a primary alcohol, a member of phenols and a dimethoxybenzene. It derives from a cinnamyl alcohol.